C(C)C=1C=C(C=CC1)OC M-ethylanisole